(1R,3S)-3-(3-{[(6-meth-oxypyridin-3-yl)acetyl]-amino}-1H-pyrazol-5-yl)-cyclopentyl ethyl-carbamate C(C)NC(O[C@H]1C[C@H](CC1)C1=CC(=NN1)NC(CC=1C=NC(=CC1)OC)=O)=O